C(N)(=O)C(CO)(CC)NC(=O)C1=C(OC2=C1C=C(C=C2)OCC2(CC2)C(F)F)C N-(3-carbamoyl-oxapentan-3-yl)-5-{[1-(difluoromethyl)cyclopropyl]methoxy}-2-methyl-1-benzofuran-3-carboxamide